3-(3-(3-((tert-butyldimethylsilyl)oxy)-2-fluoropropoxy)-5-methyl-4-nitro-1H-pyrazol-1-yl)-2,6-dimethylpyridine [Si](C)(C)(C(C)(C)C)OCC(COC1=NN(C(=C1[N+](=O)[O-])C)C=1C(=NC(=CC1)C)C)F